4-(isothiazol-4-yl)-6-(4-(methoxycarbonyl)phenyl)-3,6-dihydropyridine-1(2H)-carboxylic acid benzyl ester C(C1=CC=CC=C1)OC(=O)N1CCC(=CC1C1=CC=C(C=C1)C(=O)OC)C=1C=NSC1